ethyl (S)-2-((4-(2-(4-chloro-2-fluorophenyl)-2-methylbenzo[d][1,3]dioxol-4-yl) piperidin-1-yl) methyl)-1-((2-(trimethylsilyl) ethoxy) methyl)-1H-imidazole-4-carboxylate ClC1=CC(=C(C=C1)[C@@]1(OC2=C(O1)C=CC=C2C2CCN(CC2)CC=2N(C=C(N2)C(=O)OCC)COCC[Si](C)(C)C)C)F